ClC1=C(C(=O)N2CCC(CC2)NC(OC(C)(C)C)=O)C=CC(=C1)NC(=O)C=1N(C(=CN1)C1=C(C(=C(C=C1)OC)F)F)C tert-butyl N-[1-[2-chloro-4-[[5-(2,3-difluoro-4-methoxy-phenyl)-1-methyl-imidazole-2-carbonyl]amino]benzoyl]-4-piperidyl]carbamate